1-(2-chloro-6-fluorobenzyl)-3-methyl-N-(3-(1-methyl-1H-pyrazol-5-yl)benzyl)-2-oxo-1,2,3,4-tetrahydroquinazoline-7-carboxamide ClC1=C(CN2C(N(CC3=CC=C(C=C23)C(=O)NCC2=CC(=CC=C2)C2=CC=NN2C)C)=O)C(=CC=C1)F